C(C)OC[C@H](CC)N (2S)-1-ethoxybutan-2-amine